Methyl 2-(3-(6,7-dimethyl-3-oxo-4-((2S,3S,4R)-2,3,4,5-tetrahydroxypentyl)-3,4-dihydroquinoxaline-2-carboxamido)phenyl)acetate CC=1C=C2N(C(C(=NC2=CC1C)C(=O)NC=1C=C(C=CC1)CC(=O)OC)=O)C[C@@H]([C@@H]([C@@H](CO)O)O)O